CC(C[C@H]1[C@@H](C[C@H]2N(CCC3=CC(=C(C=C23)OC)OCC)C1)O)(C)C (2R,3R,11bR)-3-(2,2-dimethylpropyl)-9-ethoxy-10-methoxy-1H,2H,3H,4H,6H,7H,11bH-pyrido[2,1-a]isoquinolin-2-ol